COP(=O)C1=C(C=CC=C1)C(=O)C=1C(=CC=CC1)C Methyl-o-toluoylphenylphosphinat